5-((2-morpholinopyrimidin-5-yl)oxy)thiazol-2-amine O1CCN(CC1)C1=NC=C(C=N1)OC1=CN=C(S1)N